N1CC(=CCC1)C1=CC=NC=C1 1,2,5,6-tetrahydro-3,4'-bipyridine